[Zn].[Sn].[Cu] Copper Tin Zinc